2,5-dimethoxy-3,6-dinitrobenzene COC1=CC(=C(C=C1[N+](=O)[O-])OC)[N+](=O)[O-]